C1(CC1)NC1=C(C=CC(=C1)OC(F)(F)F)[N+](=O)[O-] N-cyclopropyl-2-nitro-5-(trifluoromethoxy)aniline